phenyl (3-(((tert-butyldimethylsilyl)oxy) methyl)-5-chloro-4-methylphenyl)carbamate [Si](C)(C)(C(C)(C)C)OCC=1C=C(C=C(C1C)Cl)NC(OC1=CC=CC=C1)=O